(4-(2-Fluorophenyl)-1-(morpholinosulfonyl)pyrrolidin-2-yl)methanol FC1=C(C=CC=C1)C1CC(N(C1)S(=O)(=O)N1CCOCC1)CO